OC1=C(C(=O)NN=CC2=NN(C=C2)C)C=CC=C1 2-hydroxy-N'-((1-methyl-1H-pyrazol-3-yl)methylene)benzoyl-hydrazine